N-(3-bromo-4-fluorophenyl)-4-(trifluoromethyl)pyridineamide BrC=1C=C(C=CC1F)NC(=O)C1=NC=CC(=C1)C(F)(F)F